tetradecanoic acid 1,1-diphenylmethyl ester C1(=CC=CC=C1)C(C1=CC=CC=C1)OC(CCCCCCCCCCCCC)=O